benzyl 1-((3,5-dichlorobenzamido) methyl)-6-azaspiro[2.5]octane-6-carboxylate ClC=1C=C(C(=O)NCC2CC23CCN(CC3)C(=O)OCC3=CC=CC=C3)C=C(C1)Cl